3-isoquinolinyl-Nitrogen C1=NC(=CC2=CC=CC=C12)[N]